ClC1=CC=C(CN2C(=NC3=C(C2=O)CN(CC3)C(=O)OCC3=CC=CC=C3)NCCCO)C=C1 benzyl 3-(4-chlorobenzyl)-2-((3-hydroxypropyl) amino)-4-oxo-3,5,7,8-tetrahydropyrido[4,3-d]pyrimidine-6(4H)-carboxylate